N-(8-((3-fluorobenzyl)oxy)chroman-5-yl)acrylamide FC=1C=C(COC=2C=CC(=C3CCCOC23)NC(C=C)=O)C=CC1